FC1(CCN(CC1)C(=O)C1=C(C=C(C(=C1)[N+](=O)[O-])C)C)F (4,4-difluoropiperidin-1-yl)(2,4-dimethyl-5-nitrophenyl)methanone